rhenium (vii) methyl oxide COC.[Re+7]